C(C=C)(=O)OCCCCCCOC1=CC=C(C(=O)OC2=CC=C(C=C2)C#N)C=C1 4-cyanophenyl 4-((6-(acryloyloxy)hexyl)oxy)benzoate